2-(azetidin-3-yl)-N-hydroxyacetamide N1CC(C1)CC(=O)NO